O.C1(CC(CC(C1)=O)=O)=O 1,3,5-cyclohexanetrione hydrate